nitrosyl tetrafluoroborate [B-](F)(F)(F)F.N#[O+]